1-(TERT-BUTOXYCARBONYL)-1H-PYRROLO[3,2-C]PYRIDIN-3-YLBORONIC ACID C(C)(C)(C)OC(=O)N1C=C(C=2C=NC=CC21)B(O)O